C(N)(=O)[C@H]1N(CCC1)C=1C2=C(N=C(N1)NC=1N=CN(C1)C1=CC(=C(C(=C1)OC)OC)OC)CCN(C2)C(=O)OC(C)(C)C tert-butyl (S)-4-(2-carbamoyl pyrrolidin-1-yl)-2-((1-(3,4,5-trimethoxyphenyl)-1H-imidazol-4-yl) amino)-7,8-dihydropyrido[4,3-d]pyrimidine-6(5H)-carboxylate